NC1=CC=C(CN2C(C3=CC=CC=C3C2=O)=O)C=C1 2-(4-aminobenzyl)isoindoline-1,3-dione